4,4'-bis(2,2-diphenylethen-1-yl)-biphenyl C1(=CC=CC=C1)C(=CC1=CC=C(C=C1)C1=CC=C(C=C1)C=C(C1=CC=CC=C1)C1=CC=CC=C1)C1=CC=CC=C1